isopropylethyl fumarate C(\C=C\C(=O)[O-])(=O)OC(C)C(C)C